C(#N)[C@H](CC1=CC=C(C=C1)C=1C=C(C2=C(N(C(O2)=O)C)C1)F)NC(=O)[C@H]1OCCCNC1 (2S)-N-{(1S)-1-cyano-2-[4-(7-fluoro-3-methyl-2-oxo-2,3-dihydro-1,3-benzoxazol-5-yl)phenyl]ethyl}-1,4-oxaazepan-2-carboxamide